C(C1CO1)OC1=CC(=C(C(=O)[O-])C=C1)C 4-(2,3-epoxypropoxy)-2-methylbenzoate